N6-(4,4-dimethyl-4,5-dihydrooxazol-2-yl)quinazoline-4,6-diamine CC1(N=C(OC1)NC=1C=C2C(=NC=NC2=CC1)N)C